CN(C1=NC=C(C=N1)CO[C@H]1CN2C(OC1)=NC(=C2)[N+](=O)[O-])C2=C(C=CC=C2)OC(F)(F)F (S)-N-methyl-5-(((2-nitro-6,7-dihydro-5H-imidazo[2,1-b][1,3]oxazin-6-yl)oxy)methyl)-N-(2-(trifluoromethoxy)phenyl)pyrimidin-2-amine